FC1(CC(C1)CN[C@H]1[C@H](CCCC1)N(C=1C=C2CN(C(C2=CC1)=O)C1C(NC(CC1)=O)=O)C)F 3-(5-(((1S,2R)-2-(((3,3-difluorocyclobutyl)methyl)amino)cyclohexyl)(methyl)amino)-1-oxoisoindolin-2-yl)piperidine-2,6-dione